2-(5-(aminomethyl)-2-fluorophenyl)propan-2-ol NCC=1C=CC(=C(C1)C(C)(C)O)F